fluorophenylethyl-amine FNCCC1=CC=CC=C1